FC(=C(SCC)SCC)C(F)(F)F (perfluoroprop-1-en-1,1-diyl)bis(ethylsulfane)